C1NCC2=C1C=1C=CC=NC1C=C2C(=O)O 2,3-dihydro-1H-pyrrolo[4,3-f]quinoline-4-carboxylic acid